4-(8-bromo-5-hydroxyimidazo[1,2-c]pyrimidin-7-yl)-2-fluorobenzonitrile BrC=1C=2N(C(=NC1C1=CC(=C(C#N)C=C1)F)O)C=CN2